5-((4-((8-(4-(2-(4-((2-acetylpyrimidin-5-yl)methoxy)phenyl)propan-2-yl)phenoxy)octyl)oxy)butyl)amino)-2-(2,6-dioxopiperidin-3-yl)isoindol-1,3-dione C(C)(=O)C1=NC=C(C=N1)COC1=CC=C(C=C1)C(C)(C)C1=CC=C(OCCCCCCCCOCCCCNC=2C=C3C(N(C(C3=CC2)=O)C2C(NC(CC2)=O)=O)=O)C=C1